C(C)(C)(C)OC([C@H](C(C)C)NCCCC1CN(CC1)C(C1=CC=CC=C1)(C1=CC=CC=C1)C1=CC=CC=C1)=O 3-(3-(((S)-1-(tert-butoxy)-3-methyl-1-oxobutan-2-yl)amino)propyl)-1-tritylpyrrolidine